tris(tertiary-pentoxy)silanol C(C)(C)(CC)O[Si](O)(OC(C)(C)CC)OC(C)(C)CC